CCCCC/C=C\CCCCCCCC(=O)OC[C@H](COP(=O)(O)OC[C@H](CO)O)OC(=O)CCCC/C=C\C/C=C\C/C=C\C/C=C\CC 1-(9Z-pentadecenoyl)-2-(6Z,9Z,12Z,15Z-octadecatetraenoyl)-glycero-3-phospho-(1'-sn-glycerol)